palladium silver-gold [Au].[Ag].[Pd]